8-chloro-1-(2,6-dichloro-4-fluorophenyl)-5-(2,3-dihydroxypropoxy)-4-oxo-1,4-dihydro-1,6-naphthyridine-2-carbaldehyde ClC=1C=NC(=C2C(C=C(N(C12)C1=C(C=C(C=C1Cl)F)Cl)C=O)=O)OCC(CO)O